ethyl 2-(3-(4-(2-(3-(3-amino-6-chloropyridazin-4-yl)-3,8-diazabicyclo[3.2.1]octan-8-yl)pyrimidin-5-yl)piperidin-1-yl)isoxazol-5-yl)-3-methylbutanoate NC=1N=NC(=CC1N1CC2CCC(C1)N2C2=NC=C(C=N2)C2CCN(CC2)C2=NOC(=C2)C(C(=O)OCC)C(C)C)Cl